1-((tert-butyldimethylsilyl)oxy)decan-4-yl-4-(pyrrolidin-1-yl)butanoate [Si](C)(C)(C(C)(C)C)OCCCC(CCCCCC)OC(CCCN1CCCC1)=O